8-Bromo-6-fluoro-3-methyl-3,4-dihydro-2H-benzo[b][1,4]oxazin-5-amine BrC1=CC(=C(C2=C1OCC(N2)C)N)F